C(C=CCC(=O)OC)(=O)OC dimethyl penta-2-enedioate